O1CCOC2=NC=C(C=C21)CN[C@H](C(=O)O)CCC(C)(C)C (2S)-2-[({2H,3H-[1,4]dioxino[2,3-b]pyridin-7-yl}methyl)amino]-5,5-dimethylhexanoic acid